COC([C@@H](NCC1=C(C=NC=C1F)N)[C@@H](C)CC)=O ((3-amino-5-fluoropyridin-4-yl)methyl)-L-isoleucine methyl ester